CNC=1C=C2C=CN=C(C2=CC1)N1C[C@@H](CC1)NC(OC(C)(C)C)=O (R)-tert-butyl (1-(6-(methylamino)isoquinolin-1-yl)pyrrolidin-3-yl)carbamate